CC1=CC=C(C=C1)S(=O)(=O)NC12CC(C1)(C2)Cl N-p-toluenesulfonyl-3-chlorobicyclo[1.1.1]pentylamine